ClC=1C=C2C=C(C=NC2=C(N1)NC)N1CCN(CC1)CC1=CN=C2C=C(C(NC2=C1)=O)CC 7-((4-(6-chloro-8-(methylamino)-1,7-naphthyridin-3-yl)piperazin-1-yl)methyl)-3-ethyl-1,5-naphthyridin-2(1H)-one